CS(=O)(=O)NCC=1C=2N(C=C(N1)C)C=C(N2)NC(=O)C2=CC=C(C1=CN(N=C21)C)N2CC(CC2)NC N-[8-(methanesulfonamidomethyl)-6-methyl-imidazo[1,2-a]pyrazin-2-yl]-2-methyl-4-[3-(methylamino)pyrrolidin-1-yl]indazole-7-carboxamide